ClC1=C(C=C(N=N1)NC1C[C@@H]2[C@@H](CN(C2)C(=O)OC(C)(C)C)C1)C1CC1 tert-butyl (3aR,5s,6aS)-5-((6-chloro-5-cyclopropylpyridazin-3-yl)amino)hexahydrocyclopenta[c]pyrrole-2(1H)-carboxylate